N(=[N+]=[N-])C1=NC2=NC=NC(=C2N1)N 8-Azidoadenine